4-chloro-1-oxido-quinolin-1-ium-5-carbonitrile ClC1=CC=[N+](C=2C=CC=C(C12)C#N)[O-]